[Br-].C(CC1=CC=CC=C1)CN Phenethylmethylamine bromide